[Cl-].[Cl-].C[Si](=[Zr+2](C1C(=CC2=CC=CC=C12)C=1OC=CC1)C1C(=CC2=CC=CC=C12)C=1OC=CC1)C Dimethylsilylenebis[2-(2-furyl)-indenyl]zirconium dichloride